C[C@H]1[C@H]2CC[C@H]3[C@]([C@@H]2CC=C1C=C)(CC(=O)CC3(C)C)C The molecule is a diterpenoid that is ent-cassa-12,15-diene in which the methylene hydrogens at position 2 have been replaced by a keto group. It has a role as a plant metabolite. It is a diterpenoid and a cyclic terpene ketone. It derives from a hydride of an ent-cassa-12,15-diene.